C(=C)C1=CC=C(OCC2=CC=C(C=C2)C2=CC=C(C=C2)COC2=CC=C(C=C2)C=C)C=C1 4,4'-bis((4-vinylphenoxy)methyl)-1,1'-biphenyl